NC=1C=C(C(=O)NC)C=CC1OC 3-amino-4-methoxy-N-methylbenzamide